FC=1C=C(C=CC1F)C1(CCN(CC1)C1NC(CC(C1)C)C=1C(=NN(C1)C)C)O 4-(3,4-difluorophenyl)-1-(6-(1,3-dimethyl-1H-pyrazol-4-yl)-4-methylpiperidin-2-yl)piperidin-4-ol